N-[4-[(6,7-Dimethoxy-1,5-naphthyridin-4-yl)oxy]-3-fluorophenyl]-1-(4-fluorophenyl)-4-methyl-6-oxopyrimidine-5-carboxamide COC=1N=C2C(=CC=NC2=CC1OC)OC1=C(C=C(C=C1)NC(=O)C1=C(N=CN(C1=O)C1=CC=C(C=C1)F)C)F